CC=1N(C2=NC=CC=C2C1)S(=O)(=O)C1=CC=CC=C1 2-methyl-1-(benzenesulfonyl)-7-azaindole